5-chloropyridin-3-yl 4,5,6,7-tetrahydropyrazolo[1,5-a]pyridine-2-carboxylate N1=C(C=C2N1CCCC2)C(=O)OC=2C=NC=C(C2)Cl